Methyl 3-((2-(3-methyl-3H-diazirin-3-yl)ethyl)thio)propanoate CC1(N=N1)CCSCCC(=O)OC